4-hydroxy-N-methoxy-N-methylquinazoline-8-carboxamide OC1=NC=NC2=C(C=CC=C12)C(=O)N(C)OC